N-(1-methylbutyl)-4-(7-Methoxy-1-methyl-β-carbolin-9-yl)butanamide CC(CCC)NC(CCCN1C2=CC(=CC=C2C=2C=CN=C(C12)C)OC)=O